Ethyl 7-[7-(tert-butoxycarbonyl)-2,2-difluoro-7-azaspiro[3.5]non-5-en-6-yl]-1H-indazole-4-carboxylate C(C)(C)(C)OC(=O)N1C(=CC2(CC(C2)(F)F)CC1)C1=CC=C(C=2C=NNC12)C(=O)OCC